5-(4-((5-chloro-6-(2H-1,2,3-triazol-2-yl)pyridin-3-yl)carbamoyl)-5-(trifluoromethyl)-1H-pyrazol-1-yl)isoquinoline-1-carboxamide ClC=1C=C(C=NC1N1N=CC=N1)NC(=O)C=1C=NN(C1C(F)(F)F)C1=C2C=CN=C(C2=CC=C1)C(=O)N